C(CO)(=O)N[C@@H]1[C@H](C[C@@](C(O)=O)(O)O[C@H]1[C@H](O)[C@H](O)CO)O 5-N-glycolyl-α-neuraminic acid